C(C)(=O)OC([C@@H](N)CSC(C)(C)C)=O acetyl-S-(tert-butyl)-L-cysteinate